C(C)OC(=O)[C@@H]1N(C[C@@H](C1)OCC)C(=O)OC(C)(C)C (2R,4R)-1-(tert-butoxycarbonyl)-4-ethoxypyrrolidine-2-carboxylic acid ethyl ester